C(C)(=O)C1C(CCC1)=O 2-acetylcyclopentanone